ethyl 2-(4-bromo-10-chloro-1-oxo-[1,2,4]triazino[4,5-a]indol-2-yl)acetate BrC1=NN(C(C=2N1C=1C=CC=CC1C2Cl)=O)CC(=O)OCC